5-(4,4-difluorocyclohexyl)sulfanyl-1H-pyrazolo[3,4-b]pyridine FC1(CCC(CC1)SC=1C=C2C(=NC1)NN=C2)F